5-amino-3-(4-fluorophenyl)pyrazole NC1=CC(=NN1)C1=CC=C(C=C1)F